Triazenid [N-]=NN